N-(5-(4-(1-(4-(2,6-dioxopiperidin-3-yl)-3-fluorobenzyl)piperidin-4-yl)piperazin-1-yl)-1-((1s,4s)-4-(hydroxymethyl)cyclohexyl)-1H-benzo[d]imidazol-2-yl)-3-(trifluoromethyl)benzamide O=C1NC(CCC1C1=C(C=C(CN2CCC(CC2)N2CCN(CC2)C2=CC3=C(N(C(=N3)NC(C3=CC(=CC=C3)C(F)(F)F)=O)C3CCC(CC3)CO)C=C2)C=C1)F)=O